(3-(5-(difluoromethoxy)pyridin-3-yl)-1-isopropyl-1H-pyrazolo[4,3-b]pyridin-6-yl)(4-ethylpiperazin-1-yl)methanone FC(OC=1C=C(C=NC1)C1=NN(C=2C1=NC=C(C2)C(=O)N2CCN(CC2)CC)C(C)C)F